NC=1C=2N(C=C(N1)C1=C(C=NC=C1)F)C(=CN2)C=2C=CC(=C(C2)S(=O)(=O)NC2CCC(CC2)(C)O)F 5-(8-amino-6-(3-fluoropyridin-4-yl)imidazo[1,2-a]pyrazin-3-yl)-2-fluoro-N-((1r,4r)-4-hydroxy-4-methylcyclohexyl)benzenesulfonamide